imidazolecarbonitrile N1C(=NC=C1)C#N